2-[(2-methyl-5-bromophenyl)methyl]-5-(4-fluorophenyl)thiophene methyl-3,3-difluoro-2,3-dihydrobenzofuran-5-carboxylate COC(=O)C=1C=CC2=C(C(CO2)(F)F)C1.CC1=C(C=C(C=C1)Br)CC=1SC(=CC1)C1=CC=C(C=C1)F